C(C1=CC=CC=C1)OC(=O)N1CCN(CC1)CC1CCC2(CN(C2)C(=O)OC(C)(C)C)CC1 tert-butyl 7-([4-[(benzyloxy) carbonyl] piperazin-1-yl] methyl)-2-azaspiro[3.5]nonane-2-carboxylate